FC(C1=NN=C(O1)C=1C=CC(=NC1)CN1C(N(C2=C1C=CC(=C2)C2=CC=NN2)C)=O)F 1-((5-(5-(difluoromethyl)-1,3,4-oxadiazol-2-yl)pyridin-2-yl)methyl)-3-methyl-5-(1H-pyrazol-5-yl)-1,3-dihydro-2H-benzo[d]imidazol-2-one